tert-butyl 1-(6-chloropyrimidin-4-yl)-5-(difluoromethyl)-3-methyl-1H-pyrazole-4-carboxylate ClC1=CC(=NC=N1)N1N=C(C(=C1C(F)F)C(=O)OC(C)(C)C)C